ethyl 6-(4-(tert-butoxycarbonyl)piperazin-1-yl)-1-(4-fluorophenyl)-3-(pentan-3-yl)-1H-pyrazolo[3,4-b]pyridine-4-carboxylate C(C)(C)(C)OC(=O)N1CCN(CC1)C=1C=C(C2=C(N1)N(N=C2C(CC)CC)C2=CC=C(C=C2)F)C(=O)OCC